OC(C)C=1C=CC(=NC1)CCOC1=CC=C(C=C1)C[C@@H]1C(NC(S1)=O)=O (R)-5-[[4-[2-[5-(R)-(1-hydroxyethyl)pyridin-2-yl]ethoxy]-phenyl]methyl]-1,3-thiazolidin-2,4-dion